COC([C@H](C)OC1=C(C=C(C=C1)Br)C1=NOC(C1OCCCC)C1CC1)=O (2S)-2-[4-bromo-2-(5-cyclopropyl-4-butoxy-4,5-dihydroisoxazol-3-yl)phenoxy]propionic acid methyl ester